3-(5-Amino-6-(1H-1,2,4-triazol-1-yl)pyrazin-2-yl)-N-(3-(hydroxymethyl)bicyclo[1.1.1]pentan-1-yl)-4-(methyl-d3)benzenesulfonamide Trifluoroacetate Salt FC(C(=O)O)(F)F.NC=1N=CC(=NC1N1N=CN=C1)C=1C=C(C=CC1C([2H])([2H])[2H])S(=O)(=O)NC12CC(C1)(C2)CO